ethyl 4-(methylsulfonyl)-3-(4-(trifluoromethyl)phenyl)-4,5,6,7-tetrahydropyrazolo[1,5-a]pyrimidine-6-carboxylate CS(=O)(=O)N1C=2N(CC(C1)C(=O)OCC)N=CC2C2=CC=C(C=C2)C(F)(F)F